tert-butyl (S)-((5-chloro-6-((1-(2-fluorophenyl)ethyl)amino)pyridin-3-yl)sulfonyl)(thiazol-4-yl)carbamate ClC=1C=C(C=NC1N[C@@H](C)C1=C(C=CC=C1)F)S(=O)(=O)N(C(OC(C)(C)C)=O)C=1N=CSC1